C(C1=CC=CC=C1)OC1=C(C(=O)NC2=CC=C(C=C2)C(=O)N2CCOCC2)C=C(C(=C1)OCC1=CC=CC=C1)C(C)C 2,4-bis(benzyloxy)-5-isopropyl-N-(4-(morpholine-4-carbonyl)phenyl)benzamide